1-(3-cyanobenzyl)-4-fluoro-N-(9-methyl-8-oxo-6,7,8,9-tetrahydro-5H-pyrido[2,3-b]azepin-7-yl)-1H-pyrazole-3-carboxamide C(#N)C=1C=C(CN2N=C(C(=C2)F)C(=O)NC2CCC3=C(N(C2=O)C)N=CC=C3)C=CC1